cyclohexylphosphino-2',6'-diisopropyloxy-1,1'-biphenyl C1(CCCCC1)PC1=C(C=CC=C1)C1=C(C=CC=C1OC(C)C)OC(C)C